NC1=NNC2=CC=C(C=C12)C1=CC(=NC=C1)NC(OCC)=O ethyl (4-(3-amino-1H-indazol-5-yl)pyridin-2-yl)carbamate